FC(C1=CC=C(C=C1)C1=NN(C2=CC=CC=C12)C1C(COC1)C(C(=O)N)=C)(F)F (4-(3-(4-(trifluoromethyl)phenyl)-1H-indazol-1-yl)tetrahydrofuran-3-yl)acrylamide